N[C@H]1C[C@H](N(C1)C)C(=O)NC=1SC(=C(N1)C)C(=O)OCCC propyl 2-[[(2S,4S)-4-amino-1-methyl-pyrrolidine-2-carbonyl] amino]-4-methyl-thiazole-5-carboxylate